N-(4-{2-[4-(dimethylamino)phenyl]acetamido}-3-hydroxybicyclo[2.2.2]octan-1-yl)acetamide CN(C1=CC=C(C=C1)CC(=O)NC12C(CC(CC1)(CC2)NC(C)=O)O)C